6-chloro-4-(4-hydroxy-4-{[4-(propan-2-yloxy)pyridin-2-yl]methyl}piperidin-1-yl)-1-methyl-2-oxo-1,2-dihydro-1,5-naphthyridine-3-carbonitrile ClC=1N=C2C(=C(C(N(C2=CC1)C)=O)C#N)N1CCC(CC1)(CC1=NC=CC(=C1)OC(C)C)O